CC=1N=C(C2=C(N1)OC=C2C(=O)NC2[C@H]1COC[C@@H]21)NC2(CC2)C methyl-4-[(1-methylcyclopropyl)amino]-N-[(1R,5S,6R)-3-oxabicyclo[3.1.0]hex-6-yl]furo[2,3-d]pyrimidine-5-carboxamide